4-(2-oxoethyl)piperidine-1-carboxylic acid benzyl ester C(C1=CC=CC=C1)OC(=O)N1CCC(CC1)CC=O